2-(2,6-dioxo-3-piperidyl)-7-fluorosulfonyloxy-1-oxo-3,4-dihydroisoquinoline O=C1NC(CCC1N1C(C2=CC(=CC=C2CC1)OS(=O)(=O)F)=O)=O